2-(3-aminopyridin-4-yl)-3-[(3-fluoro-2-methoxyphenyl)amino]-5H,6H,7H-pyrazolo[1,5-a]pyrazine-4-on NC=1C=NC=CC1C1=NN2C(C(NCC2)=O)=C1NC1=C(C(=CC=C1)F)OC